4,5,6,7-tetrahydropyrazolo[1,5-a]pyrimidin-3-amine N1=CC(=C2N1CCCN2)N